4-benzylsulfanyl-2-(difluoromethyl)-1-fluoro-benzene C(C1=CC=CC=C1)SC1=CC(=C(C=C1)F)C(F)F